tert-butyl (1R,5S)-3-[3-[[(1R)-1-[3-methoxy-5-[1-methyl-5-(methylcarbamoyl)pyrrol-3-yl]phenyl]ethyl]carbamoyl]-4-methyl-phenyl]-3,8-diazabicyclo[3.2.1]octane-8-carboxylate COC=1C=C(C=C(C1)C1=CN(C(=C1)C(NC)=O)C)[C@@H](C)NC(=O)C=1C=C(C=CC1C)N1C[C@H]2CC[C@@H](C1)N2C(=O)OC(C)(C)C